C1(CC1)C=1N=NN(C1)[C@H](C(=O)N1[C@@H](C[C@H](C1)O)C(=O)NCCCN1N=C2N(CCCC2)C1=O)C(C)(C)C (2S,4R)-1-[(2S)-2-(4-cyclopropyltriazol-1-yl)-3,3-dimethyl-butanoyl]-4-hydroxy-N-[3-(3-oxo-5,6,7,8-tetrahydro-[1,2,4]triazolo[4,3-a]pyridin-2-yl)propyl]pyrrolidine-2-carboxamide